4-((4-aminophenyl)thio)-5-chloro-N-(tetrahydro-2H-pyran-4-yl)pyrimidin-2-amine NC1=CC=C(C=C1)SC1=NC(=NC=C1Cl)NC1CCOCC1